N-[1-[1-(hydroxymethyl)cyclopropyl]azetidin-3-yl]-N-methyl-carbamic acid tert-butyl ester C(C)(C)(C)OC(N(C)C1CN(C1)C1(CC1)CO)=O